((1R,2R,4S)-2-((6-(1-methyl-1H-pyrazol-4-yl)pyrazolo[1,5-a]pyrazin-4-yl)oxy)-7-azabicyclo[2.2.1]heptan-7-yl)prop-2-en-1-one CN1N=CC(=C1)C=1N=C(C=2N(C1)N=CC2)O[C@H]2[C@H]1CC[C@@H](C2)N1C(C=C)=O